C1NOCC2C3C1=C(OCC3)C2 tetrahydro-5,9-methano-1H-pyrano[3,4-D]oxazepine